(3-(1-(4-(4,6-dimethylpyrimidin-5-yl)phenyl)ethyl)-1,2,3-oxadiazol-3-ium-5-yl)((2-(trifluoromethyl)pyridin-4-yl)carbamoyl)amide CC1=NC=NC(=C1C1=CC=C(C=C1)C(C)[N+]1=NOC(=C1)[N-]C(NC1=CC(=NC=C1)C(F)(F)F)=O)C